1-(3,5,5,6,8,8-hexamethyl-5,6,7,8-tetrahydro-naphthalen-2-yl)-ethanone CC=1C(=CC=2C(CC(C(C2C1)(C)C)C)(C)C)C(C)=O